COC(C[C@@H]1C([C@H](C[C@@H]1OC(C)=O)N1C=2N=C(NC(C2N=C1)=O)N)=C)=O ((1R,3S,5S)-5-Acetoxy-3-(2-amino-6-oxo-1,6-dihydro-9H-purin-9-yl)-2-methylenecyclopentyl)acetic acid methyl ester